NC1=C(C=C(C=C1)C1=CC=C(C=C1)F)NC(C1=CC=C(C=C1)[S@](=O)(=N)C1CC1)=O |o1:22| rel-(S)-N-[2-amino-5-(4-fluorophenyl)phenyl]-4-(cyclopropylsulfonimidoyl)benzamide